C(C)(=O)N[C@H]1C[C@H](CCC1)C(=O)NC1=NC=C(C(=C1)C=1C=CC=2C(N1)=C(N(N2)C)C(C)C)Cl (1S,3R)-3-acetylamino-N-(5-chloro-4-(3-isopropyl-2-methyl-2H-pyrazolo[4,3-b]pyridin-5-yl)pyridin-2-yl)cyclohexane-1-carboxamide